4-(6-bromo-3-fluoro-imidazo[1,2-a]pyridin-2-yl)piperidine-1-carboxylic acid tert-butyl ester C(C)(C)(C)OC(=O)N1CCC(CC1)C=1N=C2N(C=C(C=C2)Br)C1F